N1CC(C1)C(C)N1NC=CC(=C1)C1CC1 N-[1-(azetidin-3-yl)ethyl]-5-cyclopropylpyridazine